C(C)(C)(C)OC(=O)NC(C(=O)O)C(C)(C)C [(tert-butoxy)carbonyl]amino-3,3-dimethylbutanoic acid